2-chloro-N-(1-(2-(3-cyano-6-(2-morpholinoethoxy)pyrazolo[1,5-a]pyridin-4-yl)pyrimidin-5-yl)-4-methylpiperidin-4-yl)-6-methylbenzamide ClC1=C(C(=O)NC2(CCN(CC2)C=2C=NC(=NC2)C=2C=3N(C=C(C2)OCCN2CCOCC2)N=CC3C#N)C)C(=CC=C1)C